NCCS(=O)(=O)O.NCl chloramine taurate